6-((2S,3S)-3-aminotetrahydro-2H-pyran-2-yl)-N-benzyl-2,7-dichloro-5-(difluoromethyl)-5H-pyrrolo[3,2-d]pyrimidin-4-amine N[C@@H]1[C@H](OCCC1)C1=C(C=2N=C(N=C(C2N1C(F)F)NCC1=CC=CC=C1)Cl)Cl